5-(((S)-1,1-dimethyl-2,3-dihydro-1H-inden-2-yl)amino)pyridin CC1([C@H](CC2=CC=CC=C12)NC=1C=CC=NC1)C